FC1=CC=CC(=N1)/C=C/C(=O)OCC ethyl (E)-3-(6-fluoro-2-pyridyl)prop-2-enoate